(R)-5-(2-(dimethylamino)ethoxy)-N-(1-(3-(1-ethyl-1H-pyrazol-3-yl)-5-(1-methyl-1H-pyrazol-4-yl)phenyl)ethyl)-2-methylbenzamide CN(CCOC=1C=CC(=C(C(=O)N[C@H](C)C2=CC(=CC(=C2)C=2C=NN(C2)C)C2=NN(C=C2)CC)C1)C)C